BrC1=CC2=C(NC(CN2)=O)N=C1 7-bromo-1,4-dihydropyrido[2,3-b]pyrazin-3(2H)-one